FC1=C(C(=O)NC=2C=CC(=NC2)N2N=C(C=C2C(F)(F)F)C2=NOC(C2)(C(=O)N)C)C(=CC=C1)F 3-(1-(5-(2,6-Difluorobenzamido)pyridin-2-yl)-5-(trifluoromethyl)-1H-pyrazol-3-yl)-5-methyl-4,5-dihydroisoxazole-5-carboxamide